C(C1=CC=CC=C1)OCC1OC(C(CC1)=C)OC1=CC=CC=C1 2-((benzyloxy)methyl)-5-methylene-6-phenoxytetrahydro-2H-pyran